FC1(CCC(CC1)N1C(=NC2=C1C=CC(=C2)C=2C(=NOC2C)C)[C@@H]2CCCC(N2C=2C=NC=CC2)=O)F (S)-6-(1-(4,4-difluorocyclohexyl)-5-(3,5-dimethylisoxazol-4-yl)-1H-benzo[d]imidazol-2-yl)-1-(pyridin-3-yl)piperidin-2-one